C(CCCCCCCCCCCCCCCCC)[N+](CCO)(CCO)[O-] octadecyl-bis(hydroxyethyl)amine N-oxide